tert-butyl 4-[7-(1-methyl-1H-pyrazol-4-yl)imidazo[1,2-b]pyridazin-3-yl]-5-oxo-1,4-diazepane-1-carboxylate CN1N=CC(=C1)C1=CC=2N(N=C1)C(=CN2)N2CCN(CCC2=O)C(=O)OC(C)(C)C